(S)-6-(4-chlorophenyl)-4-(2-(hydroxymethyl)azetidine-1-carbonyl)-2-(1-methyl-1H-pyrazol-4-yl)pyridazin-3(2H)-one ClC1=CC=C(C=C1)C=1C=C(C(N(N1)C=1C=NN(C1)C)=O)C(=O)N1[C@@H](CC1)CO